[OH-].[Na+].CN1C(CC(CC1(C)C)NC1CC(N(C(C1)(C)C)C)(C)C)(C)C N-(1,2,2,6,6-pentamethyl-4-piperidinyl)-1,2,2,6,6-pentamethyl-4-piperidinamine sodium hydroxide